dihydroxybiphenyl-4,4'-dicarboxylic acid OC=1C(=C(C=CC1C(=O)O)C1=CC=C(C=C1)C(=O)O)O